1,1-Di-trifluoromethyl-butadiene FC(C(=CC=C)C(F)(F)F)(F)F